CC1(CCN(CC1)C1=CC=C(C=C1)N1CC(C2=CC(=C(C(=C12)F)O)F)(C)C)C 1-(4-(4,4-Dimethylpiperidin-1-yl)phenyl)-5,7-difluoro-6-hydroxy-3,3-dimethylindolin